C(#C)[C@@H]1OC(OC1)(C)C (4S)-4-ethynyl-2,2-dimethyl-1,3-dioxolane